2-(2-chloro-3,5-difluoro-phenoxy)-N-[(6-cyano-3-pyridyl)methyl]-N-(2-hydrazino-2-oxo-ethyl)acetamide ClC1=C(OCC(=O)N(CC(=O)NN)CC=2C=NC(=CC2)C#N)C=C(C=C1F)F